OC(=O)C(F)(F)F.N1[C@H](CC1)CN(C)C (R)-1-(azetidin-2-yl)-N,N-dimethylmethanamine TFA salt